ClC1=CC(=C(C=C1)N1C(C=2CCCCC2C1=O)=O)F 2-(4-chloro-2-fluorophenyl)-4,5,6,7-tetrahydro-1H-isoindole-1,3(2H)-dione